ICCCN1C=C(C(=C1)C)C(=O)OCC ethyl 1-(3-iodopropyl)-4-methyl-1H-pyrrole-3-carboxylate